4-methanesulfonyl-3-(trifluoromethyl)phenol CS(=O)(=O)C1=C(C=C(C=C1)O)C(F)(F)F